ClC1=CC=CC=2N=C(OC21)S 7-chlorobenzo[d]oxazole-2-thiol